(5-(2,4-difluorophenoxy)pyridin-2-yl)-6-(thiazol-2-yl)-6-azaspiro[2.5]octane-1-carboxamide FC1=C(OC=2C=CC(=NC2)C2(CC23CCN(CC3)C=3SC=CN3)C(=O)N)C=CC(=C1)F